N-tri(hydroxymethyl)methyl-acrylamide OCC(NC(C=C)=O)(CO)CO